FC12CC(C1)(C2)CNCC=2C=CC=1N(C2)C=C(N1)CN1N=NC(=C1)C=1C=2N(C=CC1)C(=NC2)C ({3-fluorobicyclo[1.1.1]pentan-1-yl}methyl)({2-[(4-{3-methylimidazo[1,5-a]pyridin-8-yl}-1H-1,2,3-triazol-1-yl)methyl]imidazo[1,2-a]pyridin-6-yl}methyl)amine